8-(6-tert-butyl-5-fluoropyridin-3-yl)-7-cyano-N,N-dimethyl-6-oxo-2H,3H,4H,6H-pyrimido[2,1-b][1,3]thiazine-3-carboxamide C(C)(C)(C)C1=C(C=C(C=N1)C=1N=C2SCC(CN2C(C1C#N)=O)C(=O)N(C)C)F